C(CCC)C1C(CCCC1)=O 2-BUTYLCYCLOHEXAN-1-ONE